tricyclohexylphenol C1CCC(CC1)C2=C(C(=C(C=C2)O)C3CCCCC3)C4CCCCC4